O1C(CCCC1)N1N=CC(=C1)[C@H]1[C@@H](C1)C(=O)OCC |r| ethyl rac-(1R,2R)-2-[1-(oxan-2-yl)-1H-pyrazol-4-yl]cyclopropane-1-carboxylate